4-isopropylimidazolidin-2-one hydrochloride Cl.C(C)(C)C1NC(NC1)=O